CN(C1=C(C(=O)OC)C=C(C=N1)C1=CC(=CC=C1)C(NC1=CC=C(C=C1)OCCC1=CC=CC=C1)=O)C methyl 2-(dimethylamino)-5-(3-((4-phenethoxyphenyl)carbamoyl)phenyl)nicotinate